FC(C1=NN(C=2C=NC=C(C21)N)COCC[Si](C)(C)C)(F)F 3-(trifluoromethyl)-1-((2-(trimethylsilyl)ethoxy)methyl)-1H-pyrazolo[3,4-c]pyridin-4-amine